COS(=O)(=O)O.C(CC)N1CN(C=C1)C 1-propyl-3-methylimidazole methyl-sulfate salt